4-(3-(4-(4-(2-(4-acetyl-5-methyl-3-phenyl-1H-pyrrol-2-yl)-1H-benzo[d]imidazol-6-yl)piperazin-1-yl)piperidin-1-yl)-pyrrolidin-1-yl)-2-(2,6-dioxopiperidin-3-yl)isoindoline-1,3-dione C(C)(=O)C=1C(=C(NC1C)C1=NC2=C(N1)C=C(C=C2)N2CCN(CC2)C2CCN(CC2)C2CN(CC2)C2=C1C(N(C(C1=CC=C2)=O)C2C(NC(CC2)=O)=O)=O)C2=CC=CC=C2